OC(CCCCCCCCCCCCCC(=O)O)CCC(CCCCC)O 15,18-Dihydroxytricosanoic acid